CN1N=NC(=C1C1=CC=2N(C=3C=C(C=CC3C2N=C1)C(C)(C)O)C(CC1CCN(CC1)C1COC1)C1=CC(=CC=C1)F)C 2-(3-(1,4-dimethyl-1H-1,2,3-triazol-5-yl)-5-(1-(3-fluorophenyl)-2-(1-(oxetan-3-yl)piperidin-4-yl)ethyl)-5H-pyrido[3,2-b]indol-7-yl)propan-2-ol